2-(4-((2-(2-fluoro-6-(trifluoromethyl)phenyl)-5-oxo-6,7-dihydro-5H-pyrrolo[3,4-d]pyrimidin-4-yl)amino)phenyl)-N-(piperidin-4-yl)acetamide FC1=C(C(=CC=C1)C(F)(F)F)C=1N=C(C2=C(N1)CNC2=O)NC2=CC=C(C=C2)CC(=O)NC2CCNCC2